[2H]C[C@](C=O)([C@@H](CO)O)O 2-c-methyl-d-erythrose